FCC[C@H]1[C@H]2C(N[C@@H]([C@H]12)COC1=NC=CC2=CC(=C(C=C12)OC)C(=O)N)=O 1-(((1R,2S,5R,6R)-6-(2-fluoroethyl)-4-oxo-3-azabicyclo[3.1.0]hexan-2-yl)methoxy)-7-methoxyisoquinoline-6-carboxamide